NCC1=CC(=C(C=C1)COC1=CC=C(C=C1)NC(=O)NCC=1C=C2CN(C(C2=CC1)=O)C1C(NC(CC1)=O)=O)Cl 1-(4-{[4-(Aminomethyl)-2-chlorophenyl]methoxy}phenyl)-3-{[2-(2,6-dioxopiperidin-3-yl)-1-oxo-2,3-dihydro-1H-isoindol-5-yl]methyl}urea